p-methoxybenzenesulfonylurea COC1=CC=C(C=C1)S(=O)(=O)NC(=O)N